(R)-3-(2-ethynyl-3-fluoropyridin-4-yl)-10-methyl-9,10,11,12-tetrahydro-8H-[1,4]diazepino[5',6':4,5]thieno[3,2-f]quinolin-8-one C(#C)C1=NC=CC(=C1F)C1=NC=2C=CC3=C(C2C=C1)C1=C(S3)C(N[C@@H](CN1)C)=O